C(C)(C)(C)OC(NCCCC(=O)C1=C(C=CC=C1)F)=O (4-(2-fluorophenyl)-4-oxo-butyl)carbamic acid tert-butyl ester